CC1=CC=2N(C=C1C1CCN(CC1)S(=O)(=O)C=1C=NC(=CC1)C)N=CN2 7-methyl-6-(1-((6-methylpyridin-3-yl)sulfonyl)piperidin-4-yl)-[1,2,4]triazolo[1,5-a]pyridine